4'-((2-methylenepropane-1,3-diyl)bis(oxy)bis(4-chloro-6-methoxyisoindoline-5,2-diyl))bis(4-oxobutanoic acid) C=C(COC=1C(=C2CN(CC2=CC1OC)C(C(=O)O)CC=O)Cl)COC=1C(=C2CN(CC2=CC1OC)C(C(=O)O)CC=O)Cl